BrC(C=O)=CC 2-BROMO-2-BUTENAL